2-pyridinebenzamidine hydrochloride Cl.N1=C(C=CC=C1)C1=CC=CC=C1C(=N)N